di-tertiary butyl-ethylbenzene C(C)(C)(C)C=1C(=C(C=CC1)CC)C(C)(C)C